C1=CC(=CC=C1CCC2=CNC3=C2C(=O)NC(=N3)N)C(=O)N[C@@H](CCC(=O)[O-])C(=O)[O-].[Na+].[Na+] The molecule is an organic sodium salt that is the disodium salt of N-{4-[2-(2-amino-4-oxo-4,7-dihydro-1H-pyrrolo[2,3-d]pyrimidin-5-yl)ethyl]benzoyl}-L-glutamic acid. Inhibits thymidylate synthase (TS), 421 dihydrofolate reductase (DHFR), and glycinamide ribonucleotide formyltransferase (GARFT). It has a role as an antineoplastic agent, an antimetabolite, an EC 1.5.1.3 (dihydrofolate reductase) inhibitor, an EC 2.1.2.2 (phosphoribosylglycinamide formyltransferase) inhibitor and an EC 2.1.1.45 (thymidylate synthase) inhibitor. It contains a pemetrexed(2-).